tert-butyl N-(tert-butoxycarbonyl)-N-(2,6-difluoro-3-nitrophenyl)carbamate C(C)(C)(C)OC(=O)N(C(OC(C)(C)C)=O)C1=C(C(=CC=C1F)[N+](=O)[O-])F